CC(C#N)(C)C1=NC=C(C=C1)NCC#CC=1N(C2=CC=CC(=C2C1)NC(C)C)CC(F)(F)F 2-methyl-2-{5-[(3-{4-[(propan-2-yl)amino]-1-(2,2,2-trifluoroethyl)-1H-indol-2-yl}prop-2-yn-1-yl)amino]pyridin-2-yl}propanenitrile